(4-fluorophenyl)(4-((2-hydroxycyclohexyl)amino)-2-((4-(4-methylpiperazin-1-yl)phenyl)amino)-7H-pyrrolo[2,3-d]pyrimidin-5-yl)methanone FC1=CC=C(C=C1)C(=O)C1=CNC=2N=C(N=C(C21)NC2C(CCCC2)O)NC2=CC=C(C=C2)N2CCN(CC2)C